tert-butyl 5-[2-[[6-[2,6-difluoro-3-[[(3R)-3-fluoropyrrolidin-1-yl]sulfonylamino] phenyl]-8-methyl-7-oxopyrido[2,3-d]pyrimidin-2-yl]amino]ethyl]-1,3-dihydroisoindole-2-carboxylate FC1=C(C(=CC=C1NS(=O)(=O)N1C[C@@H](CC1)F)F)C1=CC2=C(N=C(N=C2)NCCC=2C=C3CN(CC3=CC2)C(=O)OC(C)(C)C)N(C1=O)C